((((1S,4S,5R)-2-azabicyclo[2.2.2]oct-5-yl)oxy)methyl)-5-cyclopropyl-3-(2-(trifluoromethoxy)phenyl)isoxazole [C@@H]12NC[C@@H]([C@@H](C1)OCC=1C(=NOC1C1CC1)C1=C(C=CC=C1)OC(F)(F)F)CC2